(2-Methyloxazol-4-yl)(tetrahydro-2H-pyran-4-yl)methanol aluminum zirconium [Zr].[Al].CC=1OC=C(N1)C(O)C1CCOCC1